N[C@H](C)C=1C=C(C=C2C(N(C(=NC12)C1CCOCC1)C)=O)F 8-[(1R)-1-aminoethyl]-6-fluoro-3-methyl-2-tetrahydropyran-4-yl-quinazolin-4-one